C(C)N1N=C(C2=C1C(NCC1(CCOCC1)C2)=O)C[C@H](COC(=O)C2=NN(C=C2)C)C 1-Methylpyrazole-3-carboxylic acid [(2R)-3-(1-ethyl-8-oxo-spiro[6,7-dihydro-4H-pyrazolo[3,4-c]azepin-5,4'-tetrahydropyran]-3-yl)-2-methyl-propyl] ester